BrC1=CC=C(S1)[C@H](C)NC(CO[Si](C1=CC=CC=C1)(C1=CC=CC=C1)C(C)(C)C)=O (S)-N-(1-(5-bromothiophen-2-yl)ethyl)-2-((tert-butyldiphenylsilyl)oxy)acetamide